C(=C/C1=CC=CC=C1)/C1=CC=CC2=CC=CC=C12 cis-1-styrylnaphthalene